NC=1C=C(C(=C(C1)[C@@H](C)NC1=NC(=NC2=CC(=C(C=C12)NCCOC)C(=O)N1CC2C(C1)COC2)C)F)C(F)F (4-(((R)-1-(5-amino-3-(difluoromethyl)-2-fluorophenyl)ethyl)amino)-6-((2-methoxyethyl)amino)-2-methylquinazoline-7-yl)(tetrahydro-1H-furo[3,4-c]pyrrol-5(3H)-yl)methanone